5-[3-[4-[1-[(dimethylamino)methyl]-3-bicyclo[1.1.1]pentanyl]phenoxy]propyl]thiazole-4-carboxylic acid CN(C)CC12CC(C1)(C2)C2=CC=C(OCCCC1=C(N=CS1)C(=O)O)C=C2